N-(5-(1-methyl-1H-pyrazol-3-yl)-4-((3-methyl-5-(methylsulfonyl)phenyl)amino)pyridin-2-yl)acetamide CN1N=C(C=C1)C=1C(=CC(=NC1)NC(C)=O)NC1=CC(=CC(=C1)S(=O)(=O)C)C